9,10-dioxo-9,10-dihydroanthracene-2,6-diylbis(4-(2-((6-azidopyridin-3-yl) thio) ethyl) benzoate) O=C1C2=CC=C(C=C2C(C=2C=CC(=CC12)C1=C(C(=O)[O-])C=CC(=C1)CCSC=1C=NC(=CC1)N=[N+]=[N-])=O)C1=C(C(=O)[O-])C=CC(=C1)CCSC=1C=NC(=CC1)N=[N+]=[N-]